OC1=CC=C(C=C1)C1=NC2=C(N1C(C(=O)NC(C)C)CCC1=CC=CC=C1)C=CC=C2 2-[2-(4-hydroxy-phenyl)-benzimidazol-1-yl]-N-isopropyl-4-phenyl-butanamide